C1(=CC(=CC(=C1)C(=O)NC=1C=C(C(=O)O)C=CC1)C(=O)NC=1C=C(C(=O)O)C=CC1)C(=O)NC=1C=C(C(=O)O)C=CC1 3,3',3''-[1,3,5-benzenetriyl-tris(carbonylimino)]tribenzoic acid